2-(bis(4-methoxybenzyl)amino)-4-((2-(ethylamino)ethyl)amino)pyrido[4,3-d]pyrimidin-5(6H)-one COC1=CC=C(CN(C=2N=C(C3=C(N2)C=CNC3=O)NCCNCC)CC3=CC=C(C=C3)OC)C=C1